(S)-2-amino-3-(4-nitrophenyl)propionic acid tert-butyl ester C(C)(C)(C)OC([C@H](CC1=CC=C(C=C1)[N+](=O)[O-])N)=O